CC=1N=C(C2=C(N1)N(C(C(=C2)C2CCOCC2)=O)C)N[C@H](C)C2=CC(=CC=C2)OC(F)(F)F (R)-2,8-Dimethyl-6-(tetrahydropyran-4-yl)-4-((1-(3-(trifluoromethoxy)phenyl)ethyl)amino)pyrido(2,3-d)pyrimidin-7(8H)-one